C(#N)C=1C=CC(=C(C1)NS(=O)(=O)C=1C=C(C(=O)[O-])C=CC1CC)N1C[C@@H](CCC1)F (R)-3-(N-(5-cyano-2-(3-fluoropiperidin-1-yl) phenyl) sulfamoyl)-4-ethylbenzoate